2-(4-(8-((3-fluoro-5-methyl-4-(4-(piperidine-4-carbonyl)piperazine-1-carbonyl)phenyl)amino)imidazo[1,2-a]pyrazin-3-yl)-3-(trifluoromethyl)-1H-pyrazol-1-yl)acetonitrile formate C(=O)O.FC=1C=C(C=C(C1C(=O)N1CCN(CC1)C(=O)C1CCNCC1)C)NC=1C=2N(C=CN1)C(=CN2)C=2C(=NN(C2)CC#N)C(F)(F)F